FC1=CC2=C(N=C(S2)[C@H]2N(CCC3=C2N=CN3)C(=O)C=3C=NN2C3C=C(C=C2)C#N)C=C1 (S)-3-(4-(6-fluorobenzo[d]thiazol-2-yl)-4,5,6,7-tetrahydro-1H-imidazo[4,5-c]pyridine-5-carbonyl)pyrazolo[1,5-a]pyridine-5-carbonitrile